CCCCCCCCC=1NC=CN1 8-octyl-imidazole